HYDROXYDECANOATE CCCCCCCCCC(=O)OO